(R)-1-(1-([1,2,4]triazolo[4,3-a]pyridine-8-carbonyl)piperidin-3-yl)-3-((5-chloro-1H-indol-2-yl)methyl)-1-methylurea N=1N=CN2C1C(=CC=C2)C(=O)N2C[C@@H](CCC2)N(C(=O)NCC=2NC1=CC=C(C=C1C2)Cl)C